CN1C2=C(C3=C1C(N(N=C3)CC3=C1C=NN(C1=CC=C3)COCC[Si](C)(C)C)=O)SC(=N2)C(C#N)C2=CC=CC=C2 2-(4-methyl-5-oxo-6-((1-((2-(trimethylsilyl)ethoxy)methyl)-1H-indazol-4-yl)methyl)-5,6-dihydro-4H-thiazolo[5',4':4,5]pyrrolo[2,3-d]pyridazin-2-yl)-2-phenylacetonitrile